C(#N)C1=NC=C(C(C1OC)=O)OC 2-cyano-3,5-dimethoxypyridin-4-one